1,3-Dipropylbenzimidazolium methanesulfonate CS(=O)(=O)[O-].C(CC)[N+]1=CN(C2=C1C=CC=C2)CCC